(5'S,7a'R)-5'-(3,5-difluorophenyl)-1-(4-methoxypyrazolo[1,5-a]pyridin-7-yl)tetrahydro-3'H-spiro[piperidine-4,2'-pyrrolo[2,1-b]oxazol]-3'-one FC=1C=C(C=C(C1)F)[C@@H]1CC[C@H]2OC3(C(N21)=O)CCN(CC3)C3=CC=C(C=2N3N=CC2)OC